(2-chloropyridin-3-yl)(3-ethyl-1-methyl-1H-pyrazol-5-yl)methanol ClC1=NC=CC=C1C(O)C1=CC(=NN1C)CC